5-(piperazin-2-yl)-1H-indazole N1C(CNCC1)C=1C=C2C=NNC2=CC1